ethyl 5-[[(tert-butyldimethylsilyl)imino]([[(1,2,3,5,6,7-hexahydro-s-indacen-4-yl)carbamoyl]amino])oxo-lambda6-sulfanyl]furan-3-carboxylate [Si](C)(C)(C(C)(C)C)N=S(C1=CC(=CO1)C(=O)OCC)(=O)NC(NC1=C2CCCC2=CC=2CCCC12)=O